tert-butyl 3-(5-bromo-2-methoxypyridin-3-yl)pyrrolidine-1-carboxylate BrC=1C=C(C(=NC1)OC)C1CN(CC1)C(=O)OC(C)(C)C